5-bromo-3-iodopyrazolo[1,5-a]pyridine BrC1=CC=2N(C=C1)N=CC2I